2-(2-Methoxyethyl)-5-(trifluoromethyl)imidazo[4,5-b]pyridin COCCC=1NC=2C(=NC(=CC2)C(F)(F)F)N1